(4-methoxybenzyl)-3-(1-oxo-5-(tributylstannyl)isoindolin-2-yl)piperidine-2,6-dione COC1=CC=C(CN2C(C(CCC2=O)N2C(C3=CC=C(C=C3C2)[Sn](CCCC)(CCCC)CCCC)=O)=O)C=C1